3-cyclopropyl-1-{2-methyl-5-[(phenylcarbamoyl)amino]phenyl}urea C1(CC1)NC(NC1=C(C=CC(=C1)NC(NC1=CC=CC=C1)=O)C)=O